C(C)C1=CC=C(C=N1)C1=NN2C(OCCC2)=C1C(=O)O 2-(6-Ethylpyridin-3-yl)-6,7-dihydro-5H-pyrazolo[5,1-b][1,3]oxazine-3-carboxylic acid